4-(6-oxo-3,6-dihydrochromeno[7,8-d]imidazol-8-yl)benzonitrile O=C1C=C(OC2=C1C=CC=1NC=NC12)C1=CC=C(C#N)C=C1